7-Ethyl-5-methoxy-1,3-dimethylquinolin C(C)C1=CC(=C2C=C(CN(C2=C1)C)C)OC